5-bromo-2-[[(3S)-1-tert-butoxycarbonyl-4,4-difluoro-3-piperidyl]amino]-3-nitro-benzoic acid BrC=1C=C(C(=C(C(=O)O)C1)N[C@H]1CN(CCC1(F)F)C(=O)OC(C)(C)C)[N+](=O)[O-]